3-[7-fluoro-1-(pyrimidin-5-ylmethyl)benzimidazol-2-yl]-4-methyl-1,2,5-oxadiazole FC1=CC=CC2=C1N(C(=N2)C2=NON=C2C)CC=2C=NC=NC2